tert-butyl (S)-(1-((2-(4-methyl-1H-imidazol-1-yl)-6-(4-phenylpicolinamido)pyridin-4-yl)methyl)piperidin-3-yl)carbamate CC=1N=CN(C1)C1=NC(=CC(=C1)CN1C[C@H](CCC1)NC(OC(C)(C)C)=O)NC(C1=NC=CC(=C1)C1=CC=CC=C1)=O